BrC1=CC=C(C=C1)C1=NOC(=N1)CC(C(=O)OC(C)(C)C)P(=O)(OCC)OCC tert-butyl 3-(3-(4-bromophenyl)-1,2,4-oxadiazol-5-yl)-2-(diethoxyphosphoryl)propanoate